C1(=CC=CC=C1)N=C=O phenyl isocyanate